1-butyl-3-methylimidazole potassium [K].C(CCC)N1CN(C=C1)C